3,7-Dinitrophenothiazine [N+](=O)([O-])C=1C=CC=2NC3=CC=C(C=C3SC2C1)[N+](=O)[O-]